5-Bromo-3-(1-(2-(4-((1-(cyclopropylmethyl)-1H-pyrazol-4-yl)methyl)-1-methyl-1H-pyrazole-3-yl)-5-fluorophenyl)ethoxy-1-d)-2-nitropyridine BrC=1C=C(C(=NC1)[N+](=O)[O-])OC(C)([2H])C1=C(C=CC(=C1)F)C1=NN(C=C1CC=1C=NN(C1)CC1CC1)C